tert-butyl 4-[[5-[4-(1-hydroxy-1-methyl-ethyl)-2-[6-methyl-7-oxo-1-(p-tolylsulfonyl)pyrrolo[2,3-c]pyridin-4-yl]phenoxy]-2-pyridyl] methyl]piperidine-1-carboxylate OC(C)(C)C1=CC(=C(OC=2C=CC(=NC2)CC2CCN(CC2)C(=O)OC(C)(C)C)C=C1)C=1C2=C(C(N(C1)C)=O)N(C=C2)S(=O)(=O)C2=CC=C(C=C2)C